The molecule is a benzoxazine that is N-(prop-2-yn-1-yl)-2H-1,4-benzoxazin-3(4H)-one which is substituted at position 6 by a 1,3-dioxo-1,3,4,5,6,7-hexahydro-2H-isoindol-2-yl group and at position 7 by a fluorine. A protoporphyrinogen oxidase inhibitor, it is used for the control of weeds in soya, peanuts, and a variety of vegetable and fruit crops. It has a role as a herbicide, an agrochemical, an EC 1.3.3.4 (protoporphyrinogen oxidase) inhibitor and a teratogenic agent. It is a benzoxazine, a terminal acetylenic compound, a dicarboximide and an organofluorine compound. C#CCN1C(=O)COC2=CC(=C(C=C21)N3C(=O)C4=C(C3=O)CCCC4)F